(E,E)-methyltetrahydrofuran-3-one CC1OCCC1=O